(R)-4-Chloro-N'-((1,2,3,5,6,7-hexahydrodicyclopenta[b,e]pyridin-8-yl)carbamoyl)-1-isopropyl-1H-pyrazole-3-sulfonimidamide ClC=1C(=NN(C1)C(C)C)[S@@](=O)(N)=NC(NC1=C2C(=NC3=C1CCC3)CCC2)=O